ClC1=NC(=CC(=C1)C1=C(C=C(C=C1)F)C1=NN=CN1C(F)F)C1CC1 2-chloro-6-cyclopropyl-4-[2-[4-(difluoromethyl)-1,2,4-triazol-3-yl]-4-fluorophenyl]pyridine